ON=C(N)C=1SC=CN1 N'-hydroxythiazole-2-carboximidamide